C(C(=O)OC1=C(C(=CC(=C1Cl)Cl)Cl)C(=O)OCCCCC)(=O)OC1=C(C(=CC(=C1Cl)Cl)Cl)C(=O)OCCCCC bis(2-pentyloxycarbonyl-3,5,6-trichlorophenyl) oxalate